N1=CC=C(C=C1)/C=C/C(=O)O.N1=CC=C(C=C1)/C=C/C(=O)O[C@H]1CC=2C=C3C=CC(OC3=CC2OC1(C)C)=O (S)-8,8-dimethyl-2-oxo-7,8-dihydro-2H,6H-pyrano[3,2-g]chromen-7-yl (E)-3-(pyridin-4-yl)acrylate (E)-3-(pyridin-4-yl)acrylate